1-butylimidazolium hydrogen sulfate S(=O)(=O)(O)[O-].C(CCC)N1C=[NH+]C=C1